NC1=C(C(=NN1CC(C(C)(C)C)O)C1=CC=C(C=C1)CNC(C1=C(C=CC=C1)OC)=O)C(=O)N 5-amino-1-(2-hydroxy-3,3-dimethyl-butyl)-3-[4-[[(2-methoxybenzoyl)amino]methyl]phenyl]pyrazole-4-carboxamide